5-chloro-1H,2H-spiro[2λ6,1-benzisothiazole-3,4'-piperidine]-2,2-dione ClC=1C=CC2=C(C1)C1(CCNCC1)S(N2)(=O)=O